NC(C(C)N1N=NC(=C1)C(=O)NCC=1SC(=NN1)C1=CC=CC=C1)=O 1-(1-amino-1-oxopropan-2-yl)-N-((5-phenyl-1,3,4-thiadiazol-2-yl)methyl)-1H-1,2,3-triazole-4-carboxamide